2-(azetidin-3-yl)isoindoline-1,3-dione hydrochloride Cl.N1CC(C1)N1C(C2=CC=CC=C2C1=O)=O